cumyl-potassium C(C)(C)(C1=CC=CC=C1)[K]